FC1=C(C(=O)N2CCC(CC2)C=2C(=CC(=NC2)N)OC)C=CC(=C1)OCC1=NOC=C1 5-(1-{2-Fluoro-4-[(1,2-oxazol-3-yl)methoxy]benzoyl}piperidin-4-yl)-4-methoxypyridin-2-amine